COC1=C(C=CC=C1)CC(=O)C1=CC=C(C=C1)C(=O)N1CCOCC1 2-(2-methoxyphenyl)-1-(4-(morpholine-4-carbonyl)phenyl)ethan-1-one